N1(N=CC=C1)CC=1C=C(C(=O)N2CCC(CC2)N2N=CC(=C2)CNC2=C3C(N(C(C3=CC=C2)=O)C2C(NC(CC2)=O)=O)=O)C=CC1 4-(((1-(1-(3-((1H-pyrazol-1-yl)methyl)benzoyl)piperidin-4-yl)-1H-pyrazol-4-yl)methyl)amino)-2-(2,6-dioxopiperidin-3-yl)isoindoline-1,3-dione